4-[2-(2,4-dimethylphenyl)-1,3-thiazol-5-yl]-N-(1-methyl-sulfonyl-piperidin-4-yl)-5-(trifluoromethyl)pyrimidin-2-amine CC1=C(C=CC(=C1)C)C=1SC(=CN1)C1=NC(=NC=C1C(F)(F)F)NC1CCN(CC1)S(=O)(=O)C